1-(6-(2,6-dichloro-3,5-dimethoxyphenyl)-2-(methylthio)pyrido[3,4-d]pyrimidin-8-yl)piperidin-4-ol ClC1=C(C(=C(C=C1OC)OC)Cl)C1=CC2=C(N=C(N=C2)SC)C(=N1)N1CCC(CC1)O